6-[4-(1-hydroxy-2-methyl-propyl)-2-piperidyl]-3,4-dihydro-1H-quinolin-2-one OC(C(C)C)C1CC(NCC1)C=1C=C2CCC(NC2=CC1)=O